O1COC2=C1C=CC(=C2)NC(=O)C2CCC(CC2)N2C(C1=CC=CC(=C1C2)Br)=O (1s,4s)-N-(Benzo[d][1,3]dioxol-5-yl)-4-(4-bromo-1-oxoisoindolin-2-yl)cyclohexanecarboxamide